N-(6-((1H-pyrazol-1-yl)methyl)-4-methoxy-1-methyl-1H-indazol-3-yl)-2-fluorobenzenesulfonamide N1(N=CC=C1)CC1=CC(=C2C(=NN(C2=C1)C)NS(=O)(=O)C1=C(C=CC=C1)F)OC